NCCOC1=C(CCNC(=O)[C@]2([C@@H](CC[C@H](C2)C)C(C)C)O)C=CC=C1 (1s,2s,5r)-N-(2-(2-aminoethoxy)phenethyl)-1-hydroxy-2-isopropyl-5-methylcyclohexane-1-carboxamide